C(C)(C)(C)OC(=O)N1C(CCC1)C1=CC=CC=C1 phenyl-pyrrolidine-1-carboxylic acid tert-butyl ester